1-(3-acetyl-4-fluorophenyl)-3-(3-(2-methoxyethyl)-2-methyl-4-oxo-3,4-dihydroquinazolin-6-yl)urea C(C)(=O)C=1C=C(C=CC1F)NC(=O)NC=1C=C2C(N(C(=NC2=CC1)C)CCOC)=O